4-((1S,3S)-3-hydroxycyclohexylamino)-2-((1r,4S)-4-methoxycyclohexylamino)pyrimidine-5-carboxamide O[C@@H]1C[C@H](CCC1)NC1=NC(=NC=C1C(=O)N)NC1CCC(CC1)OC